C(C)(=O)OCCCC\C=C\CCCC (E)-5-DECENYL ACETATE